COC(=O)C=1C=C(C=C(C1)C(=O)OC)B(O)O (3,5-bis(methoxycarbonyl)phenyl)boronic acid